4-((8-(4-(4-(6-amino-5-((R)-1-(2,6-dichloro-3-fluorophenyl)ethoxy)pyridin-3-yl)-1H-pyrazol-1-yl)piperidin-1-yl)-8-oxooctyl)amino)-2-(2,6-dioxopiperidin-3-yl)isoindoline-1,3-dione NC1=C(C=C(C=N1)C=1C=NN(C1)C1CCN(CC1)C(CCCCCCCNC1=C2C(N(C(C2=CC=C1)=O)C1C(NC(CC1)=O)=O)=O)=O)O[C@H](C)C1=C(C(=CC=C1Cl)F)Cl